N12C=CCCCC2(NCCC1)C1=CC=CC=C1C(=O)[O-] 1,8-diazabicyclo[5.4.0]undecene-7-benzoate